BrC1=C(C(=O)OC)C=C(C=C1)NC1=NC=C(C(=N1)NC(C)CC)C methyl 2-bromo-5-((4-(sec-butylamino)-5-methylpyrimidin-2-yl)amino)benzoate